N1=C(C=CC=C1)CCN 2-(2-pyridinyl)ethylamine